7-[3-(Aminooxy)azetidin-1-yl]-5-methyl-4-oxo-1-(1,2,4-thiadiazol-5-yl)-1,4-dihydro-1,8-naphthyridine-3-carboxylic acid NOC1CN(C1)C1=CC(=C2C(C(=CN(C2=N1)C1=NC=NS1)C(=O)O)=O)C